7-chloro-1H-indole-2-carbohydrazide ClC=1C=CC=C2C=C(NC12)C(=O)NN